NC1=C(C=C(C=C1)OC)NCCNC(CC)=O N-(2-((2-amino-5-methoxyphenyl)amino)ethyl)propanamide